3-Chloro-5H,6H,7H-cyclopenta[c]pyridine-4-carbonitrile ClC1=C(C2=C(C=N1)CCC2)C#N